trifluoromethyl-4H-imidazo[1,2-a][1,4]benzodiazepine FC(F)(F)C1=CN=C2N1C1=C(C=NC2)C=CC=C1